[6-[4-[(2R)-2-[4-[2-Chloro-4-(tetradecanoylamino)phenyl]-2-oxo-chromen-7-yl]oxypropanoyl]piperazin-1-yl]-6-oxo-hexyl]-triphenyl-phosphonium chloride [Cl-].ClC1=C(C=CC(=C1)NC(CCCCCCCCCCCCC)=O)C1=CC(OC2=CC(=CC=C12)O[C@@H](C(=O)N1CCN(CC1)C(CCCCC[P+](C1=CC=CC=C1)(C1=CC=CC=C1)C1=CC=CC=C1)=O)C)=O